C(#C)C1=C2C(=CC(=CC2=CC=C1F)O)C=1C=2C(C=3C(=NC(=NC3C1F)OC[C@]13CCCN3C[C@@H](C1)F)N1CCNCC1)=CN(N2)C 5-ethynyl-6-fluoro-4-(5-fluoro-7-(((2R,7aS)-2-fluorotetrahydro-1H-pyrrolizin-7a(5H)-yl)methoxy)-2-methyl-9-(piperazin-1-yl)-2H-pyrazolo[4,3-f]quinazolin-4-yl)naphthalen-2-ol